N1CCCCC1 (R)-piperidin